C(C)NC(NC1=NC=CC(=C1)CN1CC(C1)OC=1C=CC(=NC1C)C(=O)NC)=O 5-((1-((2-(3-ethylureido)pyridin-4-yl)methyl)azetidin-3-yl)oxy)-N,6-dimethylpicolinamide